2-[3-(3,4-Difluoro-2-methyl-phenoxy)quinoxalin-2-yl]-6-methyl-1H-pyridin-4-one FC=1C(=C(OC=2C(=NC3=CC=CC=C3N2)C=2NC(=CC(C2)=O)C)C=CC1F)C